OC=1C=C(C=CC1OC)NC(C1=CC(=C(C(=C1)OC)OC)OC)=O N-(3-hydroxy-4-methoxyphenyl)-3,4,5-trimethoxybenzamide